4-[[2-(2-chlorophenyl)acetyl]amino]-N-(1-cyano-3-bicyclo[1.1.1]pentyl)pyridine-2-carboxamide ClC1=C(C=CC=C1)CC(=O)NC1=CC(=NC=C1)C(=O)NC12CC(C1)(C2)C#N